NC(/C=C/C(=O)N1CC2=C([C@@H](C1)C1=C(C=CC=C1)C=1C(=NN(C1)CC)C(F)(F)F)C=C(S2)C#N)C(C)C (4S)-6-((E)-4-amino-5-methylhex-2-enoyl)-4-(2-(1-ethyl-3-(trifluoromethyl)-1H-pyrazol-4-yl)phenyl)-4,5,6,7-tetrahydrothieno[2,3-c]pyridine-2-carbonitrile